C(C1=CC=CC=C1)OC(=O)N(C1(CCN(CC1)C(=O)OC(C)(C)C)C)CC(N(CC(NC=1SC2=C(N1)C=CC(=C2)OC(F)(F)F)=O)C)=O tert-butyl 4-{[(benzyloxy)carbonyl]({[methyl({[6-(trifluoromethoxy)-1,3-benzothiazol-2-yl]carbamoyl} methyl)carbamoyl]methyl})amino}-4-methylpiperidine-1-carboxylate